3-phenyl-1-(phenylsulfonyl)-1H-indazole C1(=CC=CC=C1)C1=NN(C2=CC=CC=C12)S(=O)(=O)C1=CC=CC=C1